C(C)(C)(C)OC(=O)N1CC(C(CC1)CO)(C)C 4-(hydroxymethyl)-3,3-dimethyl-piperidine-1-carboxylic acid tert-butyl ester